6-fluoro-5-methoxypyridin FC1=C(C=CC=N1)OC